The molecule is a nucleotide-sugar oxoanion resulting from the removal of two protons from the diphosphate group of UDP-3-keto-alpha-D-glucose It is a conjugate base of an UDP-3-keto-alpha-D-glucose. C1=CN(C(=O)NC1=O)[C@H]2[C@@H]([C@@H]([C@H](O2)COP(=O)([O-])OP(=O)([O-])O[C@@H]3[C@@H](C(=O)[C@@H]([C@H](O3)CO)O)O)O)O